(trans)-methyl 4-(2-chloro-3,4-difluorophenyl)-6-(4-((2-methoxy-2-oxoethyl)(2,2,2-trifluoroethyl)amino)cyclohexyl)-2-(thiazol-2-yl)-1,4-dihydropyrimidine-5-carboxylate ClC1=C(C=CC(=C1F)F)C1N=C(NC(=C1C(=O)OC)[C@@H]1CC[C@H](CC1)N(CC(F)(F)F)CC(=O)OC)C=1SC=CN1